C1(CC2C(CC1)O2)COC(=O)C2CC1C(CC2)O1 4-epoxycyclohexanecarboxylic acid 3,4-epoxycyclohexylmethyl ester